ClC1=NC=CC(=N1)C=1C=NC(=CC1)C#N 2-chloro-4-(6-cyanopyridin-3-yl)pyrimidine